(1-(2-chloro-5-(4,4,5,5-tetramethyl-1,3,2-dioxaborolan-2-yl)pyridin-3-yl)propyl)-5-fluoropyrimidinone ClC1=NC=C(C=C1C(CC)C1=NC(NC=C1F)=O)B1OC(C(O1)(C)C)(C)C